N1=CN=C2C(N=C3C=CC=CC3=C21)=O Imidazo[4,5-c]quinolin-4-one